CC=1N=C2N(N=C(C(=C2)C)N2CC=3C=C(C=NC3CC2)C(F)(F)F)C(C1C)=O 2,3,8-trimethyl-7-(3-(trifluoromethyl)-7,8-dihydro-1,6-naphthyridin-6(5H)-yl)-4H-pyrimido[1,2-b]pyridazin-4-one